N,6-Dimethyl-5-(piperazin-1-yl)picolinamide CNC(C1=NC(=C(C=C1)N1CCNCC1)C)=O